7-amino-N-((6-ethoxy-3-pyridazinyl)methyl)-6-iodo-N-((1R)-1-(2-pyrimidinyl)ethyl)-1,8-naphthyridine-3-carboxamide NC1=C(C=C2C=C(C=NC2=N1)C(=O)N([C@H](C)C1=NC=CC=N1)CC=1N=NC(=CC1)OCC)I